N-(3-aminopropyl)-4-(7H-pyrrolo[2,3-d]pyrimidin-4-yl)-3,4-dihydro-2H-1,4-thiazine-6-carboxamide 1-oxide NCCCNC(=O)C1=CN(CCS1=O)C=1C2=C(N=CN1)NC=C2